CS(=O)(=O)OC1=C(C(=C(C=C1)[N+](=O)[O-])C)C 1-methylsulfonyloxy-2,3-dimethyl-4-nitrobenzene